OC1CC(C1)(C(=O)OC)C methyl 3-hydroxy-1-methyl-cyclobutanecarboxylate